COC(C(NC1=CC=C(C=C1)OC)C1=CC=C(C=C1)Br)=O (4-bromophenyl)-(4-methoxyanilino)acetic acid methyl ester